4-[6-(2-amino-1,3-benzothiazol-5-yl)-4-methylpyridin-3-yl]-2-[(2E)-2-(aminomethyl)-3-fluoroprop-2-en-1-yl]-2,4-dihydro-3H-1,2,4-triazol-3-one NC=1SC2=C(N1)C=C(C=C2)C2=CC(=C(C=N2)N2C(N(N=C2)C\C(=C\F)\CN)=O)C